1,1,1,3,3,3-hexafluoro-propan-2-yl (S)-1-((6-carbamoyl-pyridin-3-yl)carbamoyl)-6-azaspiro[2.5]octane-6-carboxylate C(N)(=O)C1=CC=C(C=N1)NC(=O)[C@H]1CC12CCN(CC2)C(=O)OC(C(F)(F)F)C(F)(F)F